C(C1=CC=CC=C1)C=1NC(=NN1)C(=O)NC1C(N(C=2N(CC1)N=C(C2)C(F)(F)F)C)=O 5-benzyl-N-[4-methyl-5-oxo-2-(trifluoromethyl)-7,8-dihydro-6H-pyrazolo[1,5-a][1,3]diazepin-6-yl]-4H-1,2,4-triazole-3-carboxamide